4-(4-Methyl-3-nitrophenoxy)benzaldehyde CC1=C(C=C(OC2=CC=C(C=O)C=C2)C=C1)[N+](=O)[O-]